6-[(4-iodothiophen-3-yl)methyl]adenosine IC=1C(=CSC1)CC1(C2=NCN([C@H]3[C@H](O)[C@H](O)[C@@H](CO)O3)C2=NC=N1)N